6-(4-(4-amino-3-(4-phenoxyphenyl)-1H-pyrazolo[3,4-d]pyrimidin-1-yl)piperidin-1-yl)-N-(2-aminophenyl)hexanamide NC1=C2C(=NC=N1)N(N=C2C2=CC=C(C=C2)OC2=CC=CC=C2)C2CCN(CC2)CCCCCC(=O)NC2=C(C=CC=C2)N